4-(3-(2-((5-chloro-2-methylphenyl)amino)-7H-pyrrolo[2,3-d]pyrimidin-7-yl)phenyl)-2-(thiazol-2-yl)but-3-yn-2-ol ClC=1C=CC(=C(C1)NC=1N=CC2=C(N1)N(C=C2)C=2C=C(C=CC2)C#CC(C)(O)C=2SC=CN2)C